FC1=CC=C(/C=C/C2=NC=C(C(=O)NC3=CN(C(=C3)C(NC3=CN(C(=C3)C(NCC/C(=N/C)/NC)=O)C)=O)C)C=C2)C=C1 6-((E)-4-fluorostyryl)-N-(1-methyl-5-((1-methyl-5-(((Z)-3-(methylamino)-3-(methylimino)propyl)carbamoyl)-1H-pyrrol-3-yl)carbamoyl)-1H-pyrrol-3-yl)nicotinamide